C1(CCCCC1)CCCCCCOP(=O)([O-])OCC[N+](C)(C)C 6-Cyclohexyl-1-hexylphosphocholin